2-nitro-α-butylcinnamaldehyde [N+](=O)([O-])C1=C(C=C(C=O)CCCC)C=CC=C1